NCC1=CC(=CNC1=O)[C@H]1CN(CCC1(F)F)[C@H](C(=O)NC1=NC=C(N=C1)OC1=CC=CC=C1)C (S)-2-((S)-3-(5-(aminomethyl)-6-oxo-1,6-dihydropyridin-3-yl)-4,4-difluoropiperidin-1-yl)-N-(5-phenoxypyrazin-2-yl)propanamide